C(#N)C1=CC(=NC=C1C(F)(F)F)N[C@H]1C[C@H](CCC1)N1CC2=CC=C(C=C2C1=O)NC(C=C)=O N-(2-((1S,3R)-3-((4-Cyano-5-(trifluoromethyl)pyridin-2-yl)amino)cyclohexyl)-3-oxoisoindolin-5-yl)acrylamide